N-(4-aminobutyl)-5-(3-aminoprop-1-yn-1-yl)-3-methylfuran NCCCCNCC#CC1=CC(=CO1)C